COC(=O)C=1C=C(C=C2C=NN(C12)CC=1SC(=CC1)Br)Cl 1-((5-Bromothien-2-yl)methyl)-5-chloro-1H-indazole-7-carboxylic acid methyl ester